1-((2R,5S)-4-(6-chloro-7-(1,6-dimethyl-1H-indazol-7-yl)-2-(3-(dimethylamino)azetidin-1-yl)-8-fluoroquinazolin-4-yl)-2,5-dimethylpiperazin-1-yl)prop-2-en-1-one ClC=1C=C2C(=NC(=NC2=C(C1C=1C(=CC=C2C=NN(C12)C)C)F)N1CC(C1)N(C)C)N1C[C@H](N(C[C@@H]1C)C(C=C)=O)C